CC1NCCC(CN2CCCC(N(CCNC1)C)C2)CC(F)(F)F 7,12-dimethyl-3-(2,2,2-trifluoroethyl)-1,6,9,12-tetraazabicyclo[11.3.1]heptadecane